C(C)OC(=O)C=1N=NSC1N 5-amino-1,2,3-thiadiazole-4-carboxylic acid ethyl ester